sec-Pentyl-cyclopentadienyl-Indium C(C)(CCC)[In]C1C=CC=C1